C1(=CC=CC=C1)C1=CC(=CN1)S(=O)(=O)NC1=NC=C(C=C1)C(F)(F)F 5-phenyl-N-[5-(trifluoromethyl)-2-pyridyl]-1H-pyrrole-3-sulfonamide